1-(Hydroxymethyl)cyclobutane-1-carboxylic acid benzyl ester C(C1=CC=CC=C1)OC(=O)C1(CCC1)CO